C(C)(C)(C)[SiH2]OCC1=CC=CC=C1 tert-butylsiloxymethylbenzene